1-docosanoyl-2-(8Z,11Z,14Z-eicosatrienoyl)-glycero-3-phospho-(1'-sn-glycerol) CCCCCCCCCCCCCCCCCCCCCC(=O)OC[C@H](COP(=O)(O)OC[C@H](CO)O)OC(=O)CCCCCC/C=C\C/C=C\C/C=C\CCCCC